C(CCC)[Sn](C1=CC=C(C=N1)CC#N)(CCCC)CCCC 2-(6-(tributylstannanyl)pyridin-3-yl)acetonitrile